tert-butyl-(((2R)-2-(2-(3,3-dimethyloxiran-2-yl)ethyl)-2,5,7,8-tetramethyl-chroman-6-yl)oxy)dimethylsilane C(C)(C)(C)[Si](C)(C)OC=1C(=C2CC[C@](OC2=C(C1C)C)(C)CCC1OC1(C)C)C